2-(6-methoxy-2-methyl-1,2,3,4-tetrahydroisoquinolin-7-yl)-N4-phenyl-7H-pyrrolo[2,3-d]pyrimidine-2,4-diamine COC=1C=C2CCN(CC2=CC1C1(N=C(C2=C(N1)NC=C2)NC2=CC=CC=C2)N)C